[N+](=O)([O-])C1=CN=C(S1)NC(=O)C1=C(C=C(C=C1)NC1CCOCC1)CC(=O)[O-] 2-((5-nitrothiazol-2-yl)carbamoyl)-5-((tetrahydro-2H-pyran-4-yl)amino)phenylacetate